ClC=1C=CC=C2C(=CNC12)CC1C(N(C(N1)=O)C)=O 5-[(7-chloro-1H-indol-3-yl)methyl]-3-methylimidazolidine-2,4-dione